C1(CC1)OC=1C(=NC=CC1)CC=1C(=NC=2CCNC(C2C1)=O)C ((3-Cyclopropoxypyridin-2-yl)methyl)-2-methyl-7,8-dihydro-1,6-naphthyridin-5(6H)-one